FC=1C=C(C=C2CN(C(C12)=O)C1C(NC(CC1)=O)=O)CN1CCN(CC1)C(=O)C1=C(CCCC1)C1=CC=C(C=C1)F 3-(7-fluoro-5-((4-(4'-fluoro-3,4,5,6-tetrahydro-[1,1'-biphenyl]-2-carbonyl)piperazin-1-yl)methyl)-1-oxoisoindolin-2-yl)piperidine-2,6-dione